C1CCC2=C(C=CC=C12)NC(=O)N=[S@@](=O)(N)C=1C=NN2C1OCC(C2)(C)C (S)-N'-((2,3-dihydro-1H-inden-4-yl)carbamoyl)-6,6-dimethyl-6,7-dihydro-5H-pyrazolo[5,1-b][1,3]oxazine-3-sulfonimidamide